((propane-2,2-diylbis(4,1-phenylene))bis(oxy))diacetic acid CC(C)(C1=CC=C(C=C1)OCC(=O)O)C1=CC=C(C=C1)OCC(=O)O